C(C1=CC=CC=C1)C=1C=C(SC1)C1=CN(C=2N=C(N=CC21)Cl)[C@H]2[C@@H]([C@@H]([C@H](C2)CNCCCNCCC2=CC=CC=C2)O)O (1R,2S,3R,5R)-3-[5-(4-benzylthiophen-2-yl)-2-chloropyrrolo[2,3-d]pyrimidin-7-yl]-5-[({3-[(2-phenylethyl)amino]propyl}amino)methyl]cyclopentane-1,2-diol